N-(2-chloro-3-(3'-chloro-6-methoxy-5-((((5-oxopyrrolidin-2-yl)methyl)amino)methyl)-[2,4'-bipyridin]-2'-yl)phenyl)-5-((((1-hydroxycyclopropyl)methyl)amino)methyl)-4-methoxypicolinamide ClC1=C(C=CC=C1C1=NC=CC(=C1Cl)C1=NC(=C(C=C1)CNCC1NC(CC1)=O)OC)NC(C1=NC=C(C(=C1)OC)CNCC1(CC1)O)=O